FC1(CC12CC=1N(N=C(C1C1=C3C(=NC=C1)NN=C3)C3=NC=C(C=C3)F)C2)F 2,2-Difluoro-2'-(5-fluoropyridin-2-yl)-3'-(1H-pyrazolo[3,4-b]pyridin-4-yl)-4'H,6'H-spiro[cyclopropane-1,5'-pyrrolo[1,2-b]pyrazole]